C(C)(C)(C)OC(=O)N1C[C@H]([C@@H](CC1)N)C=1C(=NC=CC1)C trans-4-amino-3-(2-methylpyridin-3-yl)piperidine-1-carboxylic acid tert-butyl ester